2-(2-fluoro-4-nitro-phenyl)-2-azaspiro[3.3]heptan-6-one FC1=C(C=CC(=C1)[N+](=O)[O-])N1CC2(C1)CC(C2)=O